CC1=C2C=C(N(C2=CC=C1CN1CCC2(CN(C2)C2=NC=NC3=CC=C(C=C23)CC(F)(F)F)CC1)CC1CN(CCO1)S(=O)(=O)C)C#N 4-methyl-1-[(4-methyl-sulfonylmorpholin-2-yl)methyl]-5-[[2-[6-(2,2,2-trifluoroethyl)quinazolin-4-yl]-2,7-diazaspiro[3.5]nonan-7-yl]methyl]indole-2-carbonitrile